OCC1=CC=C(O1)C1=CC=2N(C=C1)C(=NN2)C(=O)NC=2C(=NC=C(C2)NC(CN2[C@@H](CCC2)C)=O)C (R)-7-(5-(hydroxymethyl)furan-2-yl)-N-(2-methyl-5-(2-(2-methylpyrrolidin-1-yl)acetamido)pyridin-3-yl)-[1,2,4]triazolo[4,3-a]pyridine-3-carboxamide